Cl.C(C)S(=O)(=O)C=1C=NC(=NC1)CN (5-(ethylsulfonyl)pyrimidin-2-yl)methylamine hydrochloride